CS(=O)(=O)NC1CN(CC1)C(=O)[O-] 3-(methylsulfonamido)pyrrolidine-1-carboxylate